C(C)N1C(=CC(C2=CC=CC=C12)=C(C#N)C#N)\C=C\C=1C=CC=2N(C3=CC=C(C=C3SC2C1)C=O)CC (E)-2-(1-ethyl-2-(2-(10-ethyl-7-formyl-10H-phenothiazin-3-yl)vinyl)quinolin-4(1H)-ylidene)malononitrile